tert-butyl 4-(5-bromo-2-hydroxyphenyl)-3,6-dihydropyridine-1(2H)-carboxylate BrC=1C=CC(=C(C1)C=1CCN(CC1)C(=O)OC(C)(C)C)O